(S)-N-hydroxy-3-phenyl-4-(3-(trifluoromethoxy)propionyl)-2,3,4,5-tetrahydrobenzo[f][1,4]oxazepine-8-carboxamide ONC(=O)C1=CC2=C(CN([C@H](CO2)C2=CC=CC=C2)C(CCOC(F)(F)F)=O)C=C1